C(C)(C)(C)OC(=O)N1C[C@H](CC1)COC1=CC=C(C=C1)Br (S)-3-((4-bromophenoxy)methyl)pyrrolidine-1-carboxylic acid tert-butyl ester